N1=CC=C(C2=CC=CC=C12)S(=O)(=O)N1CCN(CC1)C(=O)OC(C)(C)C tert-butyl 4-(quinolin-4-ylsulfonyl)piperazine-1-carboxylate